SC=1C=C(C=CC1N)C1=CC(=C(C=C1)N)S 3,3'-dimercapto-4,4'-biphenyl-diamine